ClC=1C=C(C=CC1OC)C1(CN(C1)C=1N=C(C2=C(N1)CC[S@]2=O)NC2=CC=C(C=C2)CC(=O)O)O |r| (R/S)-2-(4-((2-(3-(3-chloro-4-methoxyphenyl)-3-hydroxyazetidine-1-yl)-5-oxido-6,7-dihydrothieno[3,2-d]pyrimidin-4-yl)amino)phenyl)acetic acid